1-Methyl-4-(2-methyl-1-oxoisoindol-5-yl)imidazo[1,2-a]quinoxaline-7-carboxylic acid CC1=CN=C2N1C1=CC=C(C=C1N=C2C=2C=C1CN(C(C1=CC2)=O)C)C(=O)O